CC1=CC(=CC(=C1)Br)S(=O)(=O)NCC2=CC=CC=C2 N-benzyl-3-bromo-5-methylbenzenesulfonamide